NC1=C(C(=C(C(=O)OC)C=C1)F)NC1COCC1(C)C methyl 4-amino-3-((4,4-dimethyltetrahydrofuran-3-yl)amino)-2-fluorobenzoate